CNC(=O)C1=NOC(=N1)CN1C(N(C2=C1C=CC(=C2)S(NC2(CC2)C)(=O)=O)C)=O N-methyl-5-[[3-methyl-5-[(1-methylcyclopropyl)sulfamoyl]-2-oxo-benzoimidazol-1-yl]methyl]-1,2,4-oxadiazole-3-carboxamide